C(#N)C=1C=C(C=CC1)C1=CC=C(C=C1)NC(C(C)(C)C=1N=C(SC1)NS(=O)(=O)C1CC1)=O N-(3'-cyano-[1,1'-biphenyl]-4-yl)-2-(2-(cyclopropanesulfonamido)thiazol-4-yl)-2-methylpropanamide